C(=O)OCCCCCCO Hexylene Glycol Formate